(S)-1-(3-(5-(4,4-difluoropiperidine-1-carbonyl)-1H-pyrrolo[2,3-b]pyridin-1-yl)benzoyl)pyrrolidine-2-carboxamide FC1(CCN(CC1)C(=O)C=1C=C2C(=NC1)N(C=C2)C=2C=C(C(=O)N1[C@@H](CCC1)C(=O)N)C=CC2)F